C(C)OC(=O)C=1N=C2N(CCN(C2)C)C1 7-methyl-5,6,7,8-tetrahydroimidazo[1,2-a]pyrazine-2-carboxylic acid ethyl ester